BrC=1C=C2CNC(C2=CC1)=O 5-bromoisoindolinone